6-methoxy-N-(methylsulfonyl)-5-nitropyridine-2-carboxamide COC1=C(C=CC(=N1)C(=O)NS(=O)(=O)C)[N+](=O)[O-]